FC(C1=NN=C(O1)C1=CC(=C(CN2N=NC(=C2)C=2C=C(C=CC2)N2CCN(CC2)C(=O)OC(C)(C)C)C=C1)F)F tert-butyl 4-(3-(1-(4-(5-(difluoromethyl)-1,3,4-oxadiazol-2-yl)-2-fluorobenzyl)-1H-1,2,3-triazol-4-yl)phenyl)piperazin-1-carboxylate